FC1=CC(=C(C=C1)C1=NSC=C1C=O)I 3-(4-fluoro-2-iodophenyl)-1,2-thiazole-4-carbaldehyde